5-(2-methoxyethoxymethyl)-2-phenyl-N-tetrahydrofuran-3-yl-1H-indol-7-amine COCCOCC=1C=C2C=C(NC2=C(C1)NC1COCC1)C1=CC=CC=C1